[N+](=O)([O-])C1=C(C=CC=C1)N1N=NN=C1 (2-nitrophenyl)-1H-tetrazole